(4-(cyclopropylsulfonyl)phenyl)methanol C1(CC1)S(=O)(=O)C1=CC=C(C=C1)CO